C(C1=CC=CC=C1)C1(CC(=NO1)CNC(C1=NC(=CC=C1)Cl)=O)C(=O)OC methyl 5-benzyl-3-((6-chloropicolinamido)methyl)-4,5-dihydroisoxazole-5-carboxylate